1-(3-((1-isobutyl-6-((5-methylthiazol-2-yl)amino)-1H-pyrrolo[3,2-c]pyridin-4-yl)oxy)-3-methylazetidin-1-yl)prop-2-en-1-one C(C(C)C)N1C=CC=2C(=NC(=CC21)NC=2SC(=CN2)C)OC2(CN(C2)C(C=C)=O)C